C1(CC1)N1N=CC(=C1)C=1C=NC=CC1NC(=O)C1=NC2=CC(=CC=C2C=N1)NS(=O)(=O)C N-(3-(1-cyclopropyl-1H-pyrazol-4-yl)pyridin-4-yl)-7-(methylsulfonylamino)quinazoline-2-carboxamide